NC1=NC(=NC=C1F)N1CC2CCC(C1)C2C(=O)N2N=CCC2C2=CC=CC=C2 (3-(4-amino-5-fluoropyrimidin-2-yl)-3-azabicyclo[3.2.1]oct-8-yl)(5-phenyl-4,5-dihydro-1H-pyrazol-1-yl)methanone